CC=1C=C(C=CC1)C1(NC=CC=C1)C(=O)[O-] 2-(3-methylphenyl)pyridinate